2-[[4-chloro-2-(trifluoromethyl)phenyl]methyl]-N-[(1R)-1-(4-ethanesulfonylphenyl)-2-(trideuteromethoxy)ethyl]-1-(2-fluoroethyl)indole-5-carboxamide ClC1=CC(=C(C=C1)CC=1N(C2=CC=C(C=C2C1)C(=O)N[C@@H](COC([2H])([2H])[2H])C1=CC=C(C=C1)S(=O)(=O)CC)CCF)C(F)(F)F